C(C1=CC=CC=C1)OCN1C(N(C=C(C1=O)F)[C@@H]1O[C@@H]([C@H]([C@H]1O)O)C)=O 3-((Benzyloxy)methyl)-1-((2R,3R,4S,5R)-3,4-dihydroxy-5-methyltetrahydrofuran-2-yl)-5-fluoropyrimidine-2,4(1H,3H)-dione